C1(=CC=CC=C1)S(=O)(=O)O.NC1CCN(CC1)C=1N(C(C(=C(N1)C1=CC(=C(C#N)C=C1)F)C1=CC(=C(C=C1)OC)F)=O)C 4-[2-(4-amino-piperidin-1-yl)-5-(3-fluoro-4-methoxy-phenyl)-1-methyl-6-oxo-1,6-dihydro-pyrimidin-4-yl]-2-fluorobenzonitrile benzenesulfonate salt